propyl-dimethyl-vinyl-silane C(CC)[Si](C=C)(C)C